6',7'-Dimethoxy-1-phenyl-3',4'-dihydro-2'H-spiro[indoline-3,1'-isoquinolin]-2-one COC=1C=C2CCNC3(C2=CC1OC)C(N(C1=CC=CC=C13)C1=CC=CC=C1)=O